C1(=CC(=CC=C1)C[C@@H]1[C@@]2(CNS(N2)(=O)=O)CCCN1C(=O)NCC)C1=CC=CC=C1 (5S,6R)-6-({[1,1'-biphenyl]-3-yl}methyl)-N-ethyl-2,2-dioxo-2λ6-thia-1,3,7-triazaspiro[4.5]decane-7-carboxamide